C1(=CC=CC=C1)PC1=CC=CC=C1 diphenylphosphin